N[C@H]1C[C@H](N(CC1)C(=O)N1CC2(CCCC2)C(CC1)CN1C=NC2=CC=C(C=C2C1=O)F)C1=CC=CC=C1 3-((7-((2s,4r)-4-amino-2-phenylpiperidine-1-carbonyl)-7-azaspiro[4.5]dec-10-yl)methyl)-6-fluoroquinazolin-4(3H)-one